C(#N)[C@H]1N(CSC1)C(CNC(=O)C1=CC=NC2=CC=C(C=C12)C1=CN=C2N1CCCC2)=O (R)-N-(2-(4-Cyanothiazolidin-3-yl)-2-oxoethyl)-6-(5,6,7,8-tetrahydroimidazo[1,2-a]-pyridin-3-yl)quinoline-4-carboxamide